ClC=1C(=C(C(=CC1N1CC(CC1)(O)CN1CC(CC1)(C)C)F)S(=O)(=O)NC1=NC(=CC=C1)F)F 3-chloro-4-(3-((3,3-dimethylpyrrolidin-1-yl)methyl)-3-hydroxypyrrolidin-1-yl)-2,6-difluoro-N-(6-fluoropyridin-2-yl)benzenesulfonamide